8-(4,4,5,5-tetramethyl-1,3,2-dioxaborolan-2-yl)-2H-benzo[b][1,4]oxazin-3(4H)-one CC1(OB(OC1(C)C)C1=CC=CC2=C1OCC(N2)=O)C